1,3,5,7-tetrakis(4-iodophenyl)adamantane IC1=CC=C(C=C1)C12CC3(CC(CC(C1)(C3)C3=CC=C(C=C3)I)(C2)C2=CC=C(C=C2)I)C2=CC=C(C=C2)I